tert-Butyl-1-hydroxy-2-(5H-imidazo[5,1-a]isoindol-5-yl)-7-azaspiro[3.5]nonan-7-carboxylat C(C)(C)(C)OC(=O)N1CCC2(CC(C2O)C2N3C(C4=CC=CC=C24)=CN=C3)CC1